6-((5-chloro-3-(2,2,2-trifluoroethoxy)pyridin-2-yl)oxy)-7-methyl-[1,2,4]triazolo[1,5-a]pyridine-2-carboxylic acid ClC=1C=C(C(=NC1)OC=1C(=CC=2N(C1)N=C(N2)C(=O)O)C)OCC(F)(F)F